O=CC=NNC1=C(C(=O)[O-])C=CC=C1 (2-(2-oxoethylidene)hydrazinyl)benzoate